1,2,3,4-tetrakis(mercaptomethyl)benzene tert-butyl-7-oxo-8-(4-(trifluoromethyl)pyridin-2-yl)-2,8-diazaspiro[4.5]decane-2-carboxylate C(C)(C)(C)OC(=O)N1CC2(CC1)CC(N(CC2)C2=NC=CC(=C2)C(F)(F)F)=O.SCC2=C(C(=C(C=C2)CS)CS)CS